COC=1C=C(C=C(C1O)C)C(C(C1=CC(=C(C(=C1)C)O)OC)C1=CC(=C(C(=C1)C)O)OC)C1=CC(=C(C(=C1)C)O)OC 1,1,2,2-tetrakis(3-methoxy-5-methyl-4-hydroxyphenyl)ethane